3-(4-((4-((adamantan-1-yl)amino)butyl)thio)-1-oxoisoindolin-2-yl)piperidine-2,6-dione C12(CC3CC(CC(C1)C3)C2)NCCCCSC2=C3CN(C(C3=CC=C2)=O)C2C(NC(CC2)=O)=O